C(=C)CC(=O)O.C=C ethylene (vinyl-acetate)